C1(CC2C(CC1)O2)C(C)O[Si](OCC)(C)CC (3,4-epoxycyclohexyl)-ethylmethyldiethoxysilane